((1S,4s)-4-(2-(((R)-2-(5-fluoropyridin-3-yl)-2-hydroxyethyl)amino)-2-methylpropyl)cyclohexyl)carbamic acid tert-butyl ester C(C)(C)(C)OC(NC1CCC(CC1)CC(C)(C)NC[C@H](O)C=1C=NC=C(C1)F)=O